O1C=2N(CC1)N=CC2NC(OC(C)(C)C)=O tert-Butyl 2,3-dihydropyrazolo[5,1-b][1,3]oxazol-7-ylcarbamate